tert-butyl 4-[5-(4-chlorophenyl)-1-(6-methylpyridazin-3-yl)pyrazol-3-yl]piperazine-1-carboxylate ClC1=CC=C(C=C1)C1=CC(=NN1C=1N=NC(=CC1)C)N1CCN(CC1)C(=O)OC(C)(C)C